FC1=C(C2=C(CN(S2)C)C=C1)C 6-fluoro-2,7-dimethylbenzo[d]isothiazol